C(C1=CC=CC=C1)C1(CN(CC1)C(C(C)(F)F)=O)C=1C=C2C=NN(C2=CC1C)C=1C=CC(N(C1)C)=O 5-(5-(3-benzyl-1-(2,2-difluoropropanoyl)pyrrolidin-3-yl)-6-methyl-1H-indazol-1-yl)-1-methylpyridin-2(1H)-one